C(C)OC(=O)C12CCCC2C2CCC1C2 Ethyloctahydro-4,7-methano-3aH-inden-3a-carboxylat